Cl.C(C)N1C2=NC(=NC(=C2N=C1)NC=1C=C(C=CC1)NC(C#CC1=CC=C(C=C1)C)=O)N1CCN(CC1)CC 3-p-Tolyl-propynoic acid {3-[9-ethyl-2-(4-ethylpiperazin-1-yl)-9H-purin-6-ylamino]phenyl}amide HCl salt